2-(4-methoxyphenyl)-1,2,3,4-tetrahydroquinazoline COC1=CC=C(C=C1)C1NC2=CC=CC=C2CN1